triethylamine bis(salicylate) C(C=1C(O)=CC=CC1)(=O)O.C(C=1C(O)=CC=CC1)(=O)O.C(C)N(CC)CC